CSC=1C=NC=C(C1)C#C[Si](C)(C)C 3-(methylthio)-5-((trimethylsilyl)ethynyl)pyridine